CC12[N+](=[N+](C(C(CC1)CC2)(C)C)[O-])[O-] 1,4,4-trimethyl-2,3-diazabicyclo[3.2.2]nona-2-ene-2,3-dioxide